[Si](C1=CC=CC=C1)(C1=CC=CC=C1)(C(C)(C)C)OCC1=C[C@H]([C@H]2[C@@H]1OC(O2)(C)C)N2C=CC1=C2N=CN=C1 7-((3AS,4R,6aR)-6-(((tert-butyldiphenylsilyl)oxy)methyl)-2,2-dimethyl-3a,6a-dihydro-4H-cyclopenta[d][1,3]dioxol-4-yl)-7H-pyrrolo[2,3-d]pyrimidine